4-bromo-2-[3-(3,5-dibromophenyl)ureido]-N-(3-hydroxy-propyl)benzamide BrC1=CC(=C(C(=O)NCCCO)C=C1)NC(=O)NC1=CC(=CC(=C1)Br)Br